3-pyrazin-2-ylpyrrolidin N1=C(C=NC=C1)C1CNCC1